2-(1-(4-fluoro-3-methylphenyl)-5-hydroxy-2-isopropyl-1H-indol-3-yl)-2-methylpropanoic acid FC1=C(C=C(C=C1)N1C(=C(C2=CC(=CC=C12)O)C(C(=O)O)(C)C)C(C)C)C